CC1=NC(=CC(=C1)C=1NC2=CC=C(C=C2C1C(C)C)C(=O)OC)C methyl 2-(2,6-dimethylpyridin-4-yl)-3-isopropyl-1H-indole-5-carboxylate